FC1=C(C(=CC=C1)O)C1=CC2=C(N(C=N2)C2CN(C2)C(C=C)=O)C=C1 1-(3-(5-(2-fluoro-6-hydroxyphenyl)-1H-benzo[d]imidazol-1-yl)azetidin-1-yl)prop-2-en-1-one